CC1=C(C=C(C=C1)[N+](=O)[O-])C(F)(F)F 1-methyl-4-nitro-2-(trifluoromethyl)benzene